OCCOCCC=1C(=C(C(=O)O)C=CC1C(=O)O)CCOCCO.COC1=C(C=CC=C1)C1=NC(=NC=C1)/C=C/C=1C=C(C=CC1)CO (3-{(E)-2-[4-(2-methoxyphenyl)pyrimidin-2-yl]vinyl}phenyl)methanol Bis(hydroxyethoxyethyl)terephthalate